2,2,2-Trichloroethyl (3-ethyl-2-(2,2,2-trifluoroethyl)-6,7-dihydro-5H-cyclopenta[b]pyridin-4-yl)carbamate C(C)C=1C(=C2C(=NC1CC(F)(F)F)CCC2)NC(OCC(Cl)(Cl)Cl)=O